[Ce].[N+](=O)([O-])C=1C=C(C=CC1NCCSC1=CC=CC=C1)S(=O)(=O)N 3-Nitro-4-{[2-(phenylthio)ethyl]amino}benzenesulfonamide cerium